NC1=C(OC2=C(C=C(C=C2)OC2=C(C=C(C=C2)N)N)C(C)(C)C)C=CC(=C1)N 2,5-bis(2,4-diaminophenoxy)tert-butylbenzene